methyl 3-benzyl-2-methyl-1,2,3,4-tetrahydrophthalazine-6-carboxylate C(C1=CC=CC=C1)N1N(CC2=CC=C(C=C2C1)C(=O)OC)C